4,6-dichloro-N-[(1r,4r)-4-methoxycyclohexyl]pyrimidine-2-carboxamide ClC1=NC(=NC(=C1)Cl)C(=O)NC1CCC(CC1)OC